BrC1=CC=CC=2N1N=C(N2)NC(=O)C2CC2 N-(5-bromo[1,2,4]triazolo[1,5-a]pyridin-2-yl)cyclopropanecarboxamide